2,2,4-trimethyl-1,3-pentanediol monopropionate C(CC)(=O)O.CC(CO)(C(C(C)C)O)C